6-Amino-3-((1S,3R)-4'-chloro-3-(pyridin-3-yl)-1',2'-dihydrospiro[cyclopentane-1,3'-pyrrolo[2,3-b]pyridin]-5'-yl)-2-fluoro-N,N-dimethylbenzamide NC1=CC=C(C(=C1C(=O)N(C)C)F)C=1C(=C2C(=NC1)NC[C@@]21C[C@@H](CC1)C=1C=NC=CC1)Cl